3-(3-(4-((5-cyclopropyl-3-(2,6-dichlorophenyl)isoxazol-4-yl)methoxy)piperidin-1-yl)-1-((2-(trimethylsilyl)ethoxy)methyl)-1H-pyrazol-5-yl)-1,2,4-oxadiazol-5(4H)-one C1(CC1)C1=C(C(=NO1)C1=C(C=CC=C1Cl)Cl)COC1CCN(CC1)C1=NN(C(=C1)C1=NOC(N1)=O)COCC[Si](C)(C)C